C(C)(C)(C)OC([C@@H](N=C(C1=CC=CC=C1)C1=CC=CC=C1)CC1=CC=CC=C1)=O N-diphenylmethylenephenylalanine tert-butyl ester